8-chloro-3-ethyl-9-fluoro-5-methoxy-1-(4-methoxybenzyl)-1H-pyrimido[4,5,6-de]quinazolin-2(3H)-one ClC1=CC=2C3=C(N(C(N(C3=C1F)CC1=CC=C(C=C1)OC)=O)CC)N=C(N2)OC